Tetrazine Carbamate C(N)(O)=O.N1=NN=NC=C1